OCC(C(=O)O)C1=CC=CC=C1 3-hydroxy-2-phenyl-propanoic acid